1-(4-hydroxyphenyl)-2-[2-(4-hydroxyphenyl)ethylamino]propan-1-one OC1=CC=C(C=C1)C(C(C)NCCC1=CC=C(C=C1)O)=O